6-oxohexane O=CCCCCC